C(C)(C)OC(=O)N1CCC1 N-(isopropoxycarbonyl)azetidine